CCCCC(CC(CCCC)=O)=O undecane-5,7-dione